2-amino-2-(2-fluorophenyl)ethan-1-ol NC(CO)C1=C(C=CC=C1)F